2-Ethylhexylacrylacetat C(C)C(CC=CC(=O)CC(=O)[O-])CCCC